[Pd](Br)Br.C1(=CC=C(C=C1)P(C1=CC=C(C=C1)C)C1=CC=C(C=C1)C)C.C1(=CC=C(C=C1)P(C1=CC=C(C=C1)C)C1=CC=C(C=C1)C)C bis(tri-p-tolylphosphine) palladium (II) dibromide